methyl-N-(5-methyl-1H-pyrazol-3-yl)pyrimidin-4-amine CC1=NC=CC(=N1)NC1=NNC(=C1)C